5-(METHYLSULFANYL)-2-THIENYLBORONIC ACID CSC1=CC=C(S1)B(O)O